2-methyl-1-(1H-pyrazol-3-yl)propan-1-one CC(C(=O)C1=NNC=C1)C